(25S)-5beta-spirostan C[C@H]1[C@H]2[C@H](C[C@H]3[C@@H]4CC[C@@H]5CCCC[C@]5(C)[C@H]4CC[C@]23C)O[C@]12CC[C@H](C)CO2